C1(CC1)NC1=CC2=C(C(C3=C(CC2)C=C(C(=C3)OC)OC)=O)C=C1F 2-(cyclopropylamino)-3-fluoro-7,8-dimethoxy-10,11-dihydro-5H-dibenzo[a,d][7]annulen-5-one